FC(C(O)C1=CNC2=CC=C(C=C12)I)F 2,2-difluoro-1-(5-iodo-1H-indol-3-yl)ethane-1-ol